ClC1=NC(=C(C(=N1)C(=O)OCC)C1OCCO1)C1=CCCCC1 ethyl 2-chloro-6-(cyclohexen-1-yl)-5-(1,3-dioxolan-2-yl)pyrimidine-4-carboxylate